C(C)(C)N1C(NC=2C1=C1C(=NC2)N(C(=C1C1CCN(CC1)C(=O)OC(C)(C)C)C=1C=NN(C1)C)COCC[Si](C)(C)C)=O tert-butyl 4-(1-isopropyl-7-(1-methyl-1H-pyrazol-4-yl)-2-oxo-6-((2-(trimethylsilyl)ethoxy)methyl)-1,2,3,6-tetrahydroimidazo[4,5-d]pyrrolo[2,3-b]pyridin-8-yl)piperidine-1-carboxylate